methylimidazopyrimidine CC1=NC2=C(C=NC=N2)N1